isopropyl-4-(3,3-dimethyl-5-((trimethylsilyl)ethynyl)-2,3-dihydro-1H-pyrrolo[3,2-b]pyridin-1-yl)-2-((4-((2-(dimethylamino)ethyl)(methyl)amino)-2-methoxy-5-nitrophenyl)amino)pyrimidine C(C)(C)C=1C(=NC(=NC1)NC1=C(C=C(C(=C1)[N+](=O)[O-])N(C)CCN(C)C)OC)N1CC(C2=NC(=CC=C21)C#C[Si](C)(C)C)(C)C